ClCN1C(=C(C=CC1=O)C1NC(C2=C(N1C1=C(C(=C(C=C1)F)F)C)C=NC(=C2)C(F)(F)F)=O)C (1-(chloromethyl)-2-methyl-6-oxo-1,6-dihydropyridin-3-yl)-1-(3,4-difluoro-2-methylphenyl)-6-(trifluoromethyl)-2,3-dihydropyrido[3,4-d]pyrimidin-4(1H)-one